CC=1C=C(C(=O)NC2CCC(CC2)NC2=CC=CC=3N2C=C(N3)C(F)(F)F)C=CC1 3-methyl-N-[(1s,4s)-4-{[2-(trifluoromethyl)imidazo[1,2-a]pyridin-5-yl]amino}cyclohexyl]benzamide